C(\C=C/CCO)O (Z)-pent-2-en-1,5-diol